tert-butyl (3S,5S)-1-(2-amino-5-(4-cyanopyridin-3-yl)phenyl)-5-(hydroxymethyl-d2)pyrrolidin-3-ylcarbamate NC1=C(C=C(C=C1)C=1C=NC=CC1C#N)N1C[C@H](C[C@H]1C([2H])([2H])O)NC(OC(C)(C)C)=O